OC[C@@H](C(=O)N1CC2=NN(C=C2C1)S(=O)(=O)C=1C=C2C=CC=NC2=CC1)C1=CC=CC=C1 (2S)-3-hydroxy-2-phenyl-1-[2-(quinoline-6-sulfonyl)-2H,4H,5H,6H-pyrrolo[3,4-c]pyrazol-5-yl]propan-1-one